(1S,2R)-2-AMINOCYCLOPENTANECARBOXYLIC ACID N[C@H]1[C@H](CCC1)C(=O)O